FC1=C(C(=CC(=C1)OCCN1CC(C1)CF)F)[C@@H]1N(CCC2=C1NC1=CC=CC=C21)CC(C)(C)F (1S)-1-[2,6-difluoro-4-[2-[3-(fluoromethyl)azetidin-1-yl]ethoxy]phenyl]-2-(2-fluoro-2-methyl-propyl)-1,3,4,9-tetrahydropyrido[3,4-b]indole